6-(dimethylamino)hexane CN(CCCCCC)C